(S)-1-(2,2-dimethylbut-3-enoyl)-4-phenylazetidin-2-one CC(C(=O)N1C(C[C@H]1C1=CC=CC=C1)=O)(C=C)C